CC1=CSC=2N=CN=C(C21)N2CC1=C(CC2)N=C(S1)N 4,5,6,7-tetrahydro-5-(5-methylthieno[2,3-d]pyrimidin-4-yl)-thiazolo[5,4-c]pyridin-2-amine